2-benzyl-6-phenyl-1,2,4-triazine-3,5(2H,4H)-dione C(C1=CC=CC=C1)N1N=C(C(NC1=O)=O)C1=CC=CC=C1